C(#N)C1=CC=C(NC=2C(=C(C=3C(C4=CC=CC=C4C(C3C2F)=O)=O)F)OC2=C(C=CC=C2CC)CC)C=C1 (2s)-3-(p-cyanoanilino)-2-(2,6-diethylphenoxy)-1,4-difluoroanthraquinone